o-Tolyl 3-((2-oxo-2-((2-(phenylthio)phenyl)amino)ethyl)amino)benzoate O=C(CNC=1C=C(C(=O)OC2=C(C=CC=C2)C)C=CC1)NC1=C(C=CC=C1)SC1=CC=CC=C1